((2,2-difluorobenzo[d][1,3]dioxol-5-yl)(8-hydroxy-5-methylquinolin-7-yl)methyl)butyramide FC1(OC2=C(O1)C=CC(=C2)C(C2=CC(=C1C=CC=NC1=C2O)C)C(C(=O)N)CC)F